4-CHLORO-5-METHYL-PYRIDINE-2-CARBALDEHYDE ClC1=CC(=NC=C1C)C=O